tert-butyl N-(2-{4-[(4-{[6-(5-chloro-2-fluorophenyl)-3-methylpyridazin-4-yl] amino} pyridin-2-yl) carbamoyl]-1H-pyrazol-1-yl} ethyl)-N-methylcarbamate ClC=1C=CC(=C(C1)C1=CC(=C(N=N1)C)NC1=CC(=NC=C1)NC(=O)C=1C=NN(C1)CCN(C(OC(C)(C)C)=O)C)F